I.C1=CC=CC=2SC3=CC=CC=C3N(C12)CCN 2-(10H-phenothiazin-10-yl)ethyl-amine hydroiodide